methyl 3-(3,5-difluoro-phenyl)-3aH-furo[3,2-d]isoxazole-6a-carboxylate FC=1C=C(C=C(C1)F)C1=NOC2(C1C=CO2)C(=O)OC